ClC=1C(=C(C=C(C1)C)CC(=O)Cl)C 3-chloro-2,5-dimethylphenylacetyl chloride